N(C(=O)N)C1(CC(O[Si](OC)(OC)CCC)N=C=O)CC=CC=C1 1-ureidobenzylisocyanato-3-propyltrimethoxysilane